Methyl-({5-(6-fluoropyridin-3-yl)-4-iodo-1-[3-(methylsulfinyl)pyridin-2-yl]-1H-pyrazol-3-yl}oxy)(methoxy)acetat COC(C(OC)OC1=NN(C(=C1I)C=1C=NC(=CC1)F)C1=NC=CC=C1S(=O)C)=O